C(C)(C)N(C/C=C/C(=O)O)C (2E)-4-[isopropyl(methyl)amino]but-2-enoic acid